2-(5-chloro-2-imino-3-(2-methylbenzyl)-2,3-dihydro-1H-benzo[d]imidazol-1-yl)-1-(3,4-dichlorophenyl)ethan-1-one ClC1=CC2=C(N(C(N2CC2=C(C=CC=C2)C)=N)CC(=O)C2=CC(=C(C=C2)Cl)Cl)C=C1